2-[4-cyclopropyl-2-(difluoromethyl)-6-methylphenyl]-6-[(2S)-1,4-dioxan-2-yl]-2,5-dihydro-4H-pyrazolo[3,4-d]pyrimidin-4-one C1(CC1)C1=CC(=C(C(=C1)C)N1N=C2N=C(NC(C2=C1)=O)[C@@H]1OCCOC1)C(F)F